1,1'-(1,6-hexylene)-bis(3-vinylimidazole) hexafluorophosphate F[P-](F)(F)(F)(F)F.C(CCCCCN1CN(C=C1)C=C)N1CN(C=C1)C=C